FC1(OC2=C(O1)C=CC(=C2)O[C@H]2C[C@H](N(C2)C2=CC=C(C(=O)O)C=C2)COC(F)F)F 4-((2S,4S)-4-((2,2-difluorobenzo[d][1,3]dioxol-5-yl)oxy)-2-((difluoromethoxy)methyl)pyrrolidin-1-yl)benzoic acid